3-(4-(tert-butyl)phenyl)quinazolin-4(3H)-one C(C)(C)(C)C1=CC=C(C=C1)N1C=NC2=CC=CC=C2C1=O